N-{[(3R,5aS,6R,8aS,9R,10S,12R,12aR)-3,6,9-trimethyldecahydro-12H-3,12-epoxypyrano[4,3-j][1,2]benzodioxepin-10-yl]methyl}spiro[5.5]undecane-3-carboxamide C[C@@]12OO[C@]34[C@@H](CC1)[C@@H](CC[C@H]3[C@H]([C@H](O[C@@H]4O2)CNC(=O)C2CCC4(CC2)CCCCC4)C)C